methyl-7H-pyrrolo[2,3-d]pyrimidin-4-amine hydrochloride Cl.CC=1N=C(C2=C(N1)NC=C2)N